methyl 3-(9-((4-(((tert-butoxycarbonyl)amino)methyl)-2-(isobutylcarbamoyl)phenyl)carbamoyl)-4,5-dihydrobenzo[b]thieno[2,3-d]oxepin-8-yl)-6-(propylcarbamoyl)picolinate C(C)(C)(C)OC(=O)NCC1=CC(=C(C=C1)NC(=O)C1=CC2=C(OCCC3=C2SC=C3)C=C1C=1C(=NC(=CC1)C(NCCC)=O)C(=O)OC)C(NCC(C)C)=O